C1(=CC=CC=C1)C1=NC(=NC(=N1)C1=CC=CC=C1)C1=CC(=C(C=C1)C1=CC=C(C=C1)C1=NC=CC=C1)C=1C2=CC=CC=C2C=2C=CC=CC2C1 4,6-Diphenyl-2-[2-(phenanthr-9-yl)-4'-(2-pyridyl)biphenyl-4-yl]-1,3,5-triazine